C(C)OC1=CC=C(C=N1)C1=CN=CC(=N1)C(=O)NCC1=CN=C2N1C=C(C=C2)OC 6-(6-ethoxypyridin-3-yl)-N-((6-methoxyimidazo[1,2-a]pyridin-3-yl)methyl)pyrazine-2-carboxamide